1,6-di-t-butoxyhexane C(C)(C)(C)OCCCCCCOC(C)(C)C